2-{4-[7-(aminocarbonyl)-2H-indazol-2-yl]benzyl}octahydropyrrolo[3,4-c]pyrrolediium NC(=O)C1=CC=CC2=CN(N=C12)C1=CC=C(C[NH+]2CC3C[NH2+]CC3C2)C=C1